FC1=C(OC2=CC=C(C=C2)B(O)O)C=CC=C1OC (4-(2-fluoro-3-methoxyphenoxy)phenyl)boronic acid